ClC=1N=CC=C2C1N(C(C21CC(C1)O)=O)CC(=O)OC(C)(C)C tert-butyl 2-((1s,3s)-7'-chloro-3-hydroxy-2'-oxospiro[cyclobutane-1,3'-pyrrolo[2,3-c]pyridin]-1'(2'H)-yl)acetate